C(C)N=C=NCCCN(C)C Ethyl-(N',N'-dimethylamino)propylcarbodiimid